FC(C=1OC(=NN1)C1=NC=C(C=C1)CN1N=NC(=C1)C1=CC=CC=C1)F 2-(difluoromethyl)-5-(5-((4-phenyl-1H-1,2,3-triazol-1-yl)methyl)pyridin-2-yl)-1,3,4-oxadiazole